3-(dimethylamino)phenyldiphenylphosphine CN(C=1C=C(C=CC1)P(C1=CC=CC=C1)C1=CC=CC=C1)C